8-((2-bromo-6-methylpyridin-3-yl)amino)-2-ethyl-3,6-dimethyl-8,9-dihydrobenzo[de]pyrazolo[4,5,1-ij][1,7]naphthyridin-4(3H)-one BrC1=NC(=CC=C1NC1CN2C3=C(N(C(C4=C3C1=CC(=C4)C)=O)C)C(=N2)CC)C